3-amino-2,6-piperidinedione NC1C(NC(CC1)=O)=O